C1(CC1)N(C1=CC=C(C=C1)O)C1CN(C1)S(=O)(=O)C1=CC=C2C=CNC2=C1 4-[cyclopropyl-[1-(1H-indol-6-ylsulfonyl)azetidin-3-yl]amino]phenol